N-[2-fluoro-5-[2-(2-hydroxyethoxy)-6-(morpholin-4-yl)pyridin-4-yl]-4-methylphenyl]-3-(trifluoromethyl)-5,6-dihydro-2H-pyridine-1-carboxamide FC1=C(C=C(C(=C1)C)C1=CC(=NC(=C1)N1CCOCC1)OCCO)NC(=O)N1CC(=CCC1)C(F)(F)F